(R)-N-(6-(1H-pyrazol-4-yl)isoquinolin-3-yl)tetrahydrofuran-2-carboxamide N1N=CC(=C1)C=1C=C2C=C(N=CC2=CC1)NC(=O)[C@@H]1OCCC1